C(=O)(OC(C)(C)C)NCCCC1N(CCNC1)C(CC)N1CCNCC1 3-(Boc-amino)-propyl-1-piperazinyl-propyl-piperazine